2-[2-[4-[4-[[6-[3-[(4-Tert-butylbenzoyl)amino]-2-methyl-phenyl]-4-methyl-3-oxo-pyrazin-2-yl]amino]benzoyl]piperazin-1-yl]ethoxylethoxy]-acetic acid C(C)(C)(C)C1=CC=C(C(=O)NC=2C(=C(C=CC2)C2=CN(C(C(=N2)NC2=CC=C(C(=O)N3CCN(CC3)CCOCCOCC(=O)O)C=C2)=O)C)C)C=C1